(4aR,8aS)-6-(4-(3-(trifluoromethyl)pyridazin-4-yl)piperidine-1-carbonyl)hexahydro-2H-pyrido[4,3-b][1,4]oxazin-3(4H)-one FC(C=1N=NC=CC1C1CCN(CC1)C(=O)N1C[C@@H]2[C@@H](OCC(N2)=O)CC1)(F)F